5-isopropyl-8-((2R,3S)-2-methyl-3-((methylsulfonyl)methyl)azetidin-1-yl)-N-(2-((3S,5R)-5-(trifluoromethyl)tetrahydrofuran-3-yl)pyrimidin-4-yl)isoquinolin-3-amine C(C)(C)C1=C2C=C(N=CC2=C(C=C1)N1[C@@H]([C@H](C1)CS(=O)(=O)C)C)NC1=NC(=NC=C1)[C@H]1CO[C@H](C1)C(F)(F)F